C(C(=C)C)(=O)OC1=C(C=C(C=C1C(C)(C)C)C(C)(C)C)C(C)C1=C(C(=CC(=C1)C(C)(C)C)C(C)(C)C)O 2-[1-(2-hydroxy-3,5-di-tert-butylphenyl) ethyl]4,6-di-tert-butylphenyl methacrylate